N-[3-[2,5-bis(difluoromethoxy)phenyl]-1-[[1-[(1-methylazetidin-3-yl)methyl]tetrazol-5-yl]methyl]pyrazol-4-yl]pyrazolo[1,5-a]pyrimidine-3-carboxamide FC(OC1=C(C=C(C=C1)OC(F)F)C1=NN(C=C1NC(=O)C=1C=NN2C1N=CC=C2)CC2=NN=NN2CC2CN(C2)C)F